hydroxyethyl-piperazineethanethiol OCCC1N(CCNC1)CCS